C(ON1C(C(CC1=O)C1CC\C=C\CCC1)=O)([O-])=O (E)-cyclooct-4-enyl-2,5-dioxopyrrolidin-1-yl carbonate